FC(C(=O)NC1=CC=2C(C=3N=C(N=CC3C2C(=C1)CN1CCOCC1)C(F)(F)F)=O)=C 2-fluoro-N-(5-(morpholinomethyl)-9-oxo-2-(trifluoromethyl)-9H-indeno[2,1-d]pyrimidin-7-yl)acrylamide